(E)-diazene-1,2-diylbis(piperidin-1-ylmethan-one) N(=N\C(=O)N1CCCCC1)/C(=O)N1CCCCC1